3-(3-(4-(Chloromethyl)phenyl)-5-(3-(trifluoromethyl)phenyl)-3H-imidazo[4,5-b]pyridin-2-yl)pyridin-2-amine ClCC1=CC=C(C=C1)N1C(=NC=2C1=NC(=CC2)C2=CC(=CC=C2)C(F)(F)F)C=2C(=NC=CC2)N